(S)-1-[(S)-2-(di-tert-butylphosphino)ferrocenyl]ethylbis(2-methylphenyl)phosphine C(C)(C)(C)P(C=1[C-](C=CC1)[C@H](C)P(C1=C(C=CC=C1)C)C1=C(C=CC=C1)C)C(C)(C)C.[CH-]1C=CC=C1.[Fe+2]